chloro-N-(3-((4-fluorophenyl)sulfonamido)-4-hydroxyphenyl)-[1,1'-biphenyl]-4-carboxamide ClC1=C(C=CC(=C1)C(=O)NC1=CC(=C(C=C1)O)NS(=O)(=O)C1=CC=C(C=C1)F)C1=CC=CC=C1